CC1=C(C=C(C=C1)NC(=O)N1C=CC2=CC=C(C=C12)C(F)(F)F)NC=1C=C2C(N(C=NC2=CC1)C)=O N-[4-methyl-3-[(3-methyl-4-oxo-quinazolin-6-yl)amino]phenyl]-6-(trifluoromethyl)indole-1-carboxamide